bis(cyclohexyl-cyclopentadienyl)titanium C1(CCCCC1)C1(C=CC=C1)[Ti]C1(C=CC=C1)C1CCCCC1